N-(6-(2-Hydroxyprop-2-yl)-2-(piperidin-4-yl)-2H-indazol-5-yl)-6-(trifluoromethyl)picolinamide OC(C)(C)C=1C(=CC2=CN(N=C2C1)C1CCNCC1)NC(C1=NC(=CC=C1)C(F)(F)F)=O